FC1=C(C=CC(=N1)C(=O)NC)N1C[C@H](NCC1)C (R)-6-Fluoro-N-methyl-5-(3-methylpiperazin-1-yl)picolinamide